C(CC1=CC=CC=C1)C1=C(C(=C(C=C1)O)CCC1=CC=CC=C1)CCC1=CC=CC=C1 trisphenethylphenol